ClC1=CC=C2C(=CC(=NC2=C1Cl)NN1C(C(=C(C1=O)C)C)=O)C(F)(F)F 1-{[7,8-dichloro-4-(trifluoromethyl)(2-quinolyl)]amino}-3,4-dimethylazoline-2,5-dione